N-[4-(3-cyanophenyl)-5-(2,6-dimethyl-4-pyridyl)thiazol-2-yl]-6-oxo-3,4,7,8,9,9a-hexahydro-1H-pyrido[1,2-a]pyrazine-2-carboxamide C(#N)C=1C=C(C=CC1)C=1N=C(SC1C1=CC(=NC(=C1)C)C)NC(=O)N1CC2N(CC1)C(CCC2)=O